oxazol-5-ylmethyl (3-fluoro-4-(1-propionylpiperidin-4-yl)phenyl)carbamate FC=1C=C(C=CC1C1CCN(CC1)C(CC)=O)NC(OCC1=CN=CO1)=O